FC1=NC=C(C=C1F)C(C)C 2,3-difluoro-5-(1-methylethyl)pyridine